4-((3-(cyclohexyloxy)phenyl)thio)-1H-1,2,3-triazole-5-carboxylic acid 2,2,2-trifluoroacetate FC(C(=O)O)(F)F.C1(CCCCC1)OC=1C=C(C=CC1)SC=1N=NNC1C(=O)O